FC1=C(C(=CC=C1OC(F)(F)F)F)CCN 2,6-difluorotrifluoromethoxybenzeneethanamin